N-((S)-2-cyano-1-(4-(ethylsulfonyl)phenyl)ethyl)-4-((2S,4S)-2-((difluoromethoxy)methyl)-4-(4-(1,1,1,3,3,3-hexafluoro-2-hydroxypropan-2-yl)phenoxy)pyrrolidin-1-yl)benzamide C(#N)C[C@@H](C1=CC=C(C=C1)S(=O)(=O)CC)NC(C1=CC=C(C=C1)N1[C@@H](C[C@@H](C1)OC1=CC=C(C=C1)C(C(F)(F)F)(C(F)(F)F)O)COC(F)F)=O